ClC1=CC=C(C=C1)[C@@]1(N(C(C2=CC(=CC(=C12)F)C(C)(C)O)=O)[C@@H](C)C1=CC=C(C=N1)C#N)OCC1(CC1)CO 6-[(1S)-1-[(1R)-1-(4-Chlorophenyl)-7-fluoro-1-{[1-(hydroxymethyl)cyclopropyl]methoxy}-5-(2-hydroxypropan-2-yl)-3-oxo-2,3-dihydro-1H-isoindol-2-yl]ethyl]pyridin-3-carbonitril